3-(trifluoromethyl)cyclohexanecarbaldehyde FC(C1CC(CCC1)C=O)(F)F